NC=1C=CC(=NC1)C(=O)NCCCCN1C(=NC=2C(=NC=3C=CC=CC3C21)N)CC 5-amino-N-(4-(4-amino-2-ethyl-1H-imidazo[4,5-C]quinolin-1-yl)butyl)pyridineamide